S(CCC(=O)[O-])CCC(=O)OCCCCCCCCCCCCCCCCCCCCCCCCCCCCCCCC myristylstearyl thiodipropionate